5-{(2,3-dimyristoyl-propyl)amino}-5-oxopentanoic acid C(CCCCCCCCCCCCC)(=O)C(CNC(CCCC(=O)O)=O)CC(CCCCCCCCCCCCC)=O